METHYL 4-ISOPROPYL-3-PHENYL-ISOTHIAZOLE-5-CARBOXYLATE C(C)(C)C=1C(=NSC1C(=O)OC)C1=CC=CC=C1